[Si](C)(C)(C(C)(C)C)OCC1=CC(=C(C=C1)CC(=O)[O-])C=O 4-((Tert-Butyldimethylsilyloxy) methyl)-2-formylphenylacetate